(R)-1-(benzo[d][1,3]dioxol-5-yl)propan-2-amine O1COC2=C1C=CC(=C2)C[C@@H](C)N